2-(4-bromo-1-methyl-1H-pyrazol-5-yl)-4-chloro-3-fluoro-6-(3-hydroxy-3-methylazetidin-1-yl)benzonitrile BrC=1C=NN(C1C1=C(C#N)C(=CC(=C1F)Cl)N1CC(C1)(C)O)C